4-(2-(4-(7-(4-cyano-3-(trifluoromethyl)phenyl)-8-oxo-6-thioxo-5,7-diazaspiro[3.4]oct-5-yl)-2-ethylphenoxy)ethyl)piperidine-1-carboxylic acid tert-butyl ester C(C)(C)(C)OC(=O)N1CCC(CC1)CCOC1=C(C=C(C=C1)N1C2(CCC2)C(N(C1=S)C1=CC(=C(C=C1)C#N)C(F)(F)F)=O)CC